COC(=O)C=1C=CC2=C(N(C(=N2)CN2CCC(CC2)C2=CC=CC=3OC(OC32)(C3=NC=CC=C3)C)CCOC)C1 1-(2-methoxyethyl)-2-({4-[2-methyl-2-(pyridin-2-yl)-1,3-benzodioxol-4-yl]piperidin-1-yl}methyl)-1H-benzimidazole-6-carboxylic acid methyl ester